Br.C(C1=CC=CC=C1)NC(C)=O N-Benzylacetamide Hydrobromide